FC1=CC(=C(C(=O)OC)C=C1F)NC1=C(C=C(C=C1)F)C(C)C methyl 4,5-difluoro-2-((4-fluoro-2-isopropylphenyl)-amino)benzoate